FC1=C2CCCC(C2=CC(=C1C=1C=C2C(=CN1)NN=C2C=2C=NN(C2)C)F)NC 5,7-difluoro-N-methyl-6-(3-(1-methyl-1H-pyrazol-4-yl)-1H-pyrazolo[3,4-c]pyridin-5-yl)-1,2,3,4-tetrahydronaphthalen-1-amine